ClC1=C(C=C(C=C1)C1=CC=C(C=C1)F)C1=NN(C=C1)C 3-(4-chloro-4'-fluoro-[1,1'-biphenyl]-3-yl)-1-methyl-1H-pyrazole